BrC1=C2CCCCC2=CC=C1C 5-bromo-6-methyl-1,2,3,4-tetrahydronaphthalene